2-[6-amino-5-[(1R,5S)-8-[3-(4-piperidyloxy)phenyl]-3,8-diazabicyclo[3.2.1]octan-3-yl]pyridazin-3-yl]phenol NC1=C(C=C(N=N1)C1=C(C=CC=C1)O)N1C[C@H]2CC[C@@H](C1)N2C2=CC(=CC=C2)OC2CCNCC2